ClC=1SC2=C(N1)C(=CC=C2O)C 2-chloro-4-methylbenzo[d]thiazol-7-ol